5-methoxypentan-2-yl (2,5-dioxopyrrolidin-1-yl) carbonate C(OC(C)CCCOC)(ON1C(CCC1=O)=O)=O